N-[1-(1-methyl-5-nitro-pyrazol-4-yl)ethyl]-N-[5-[4-[[5-(4-methylpiperazin-1-yl)pyrimidin-2-yl]amino]cyclohexoxy]-7-morpholino-1,6-naphthyridin-3-yl]methanesulfonamide CN1N=CC(=C1[N+](=O)[O-])C(C)N(S(=O)(=O)C)C=1C=NC2=CC(=NC(=C2C1)OC1CCC(CC1)NC1=NC=C(C=N1)N1CCN(CC1)C)N1CCOCC1